6-(2-chlorophenyl)-2-((2-methoxy-4-(4-methylpiperazin-1-yl)phenyl)amino)-8-methyl-5-vinylpyrido[2,3-d]pyrimidin-7(8H)-one ClC1=C(C=CC=C1)C1=C(C2=C(N=C(N=C2)NC2=C(C=C(C=C2)N2CCN(CC2)C)OC)N(C1=O)C)C=C